(N-[4-amino-5-[4-[2-oxo-2-(6-quinolylamino)ethoxy]benzoyl]thiazol-2-yl]-4-fluoro-anilino)propanamide NC=1N=C(SC1C(C1=CC=C(C=C1)OCC(NC=1C=C2C=CC=NC2=CC1)=O)=O)N(C1=CC=C(C=C1)F)C(C(=O)N)C